(1R,2S,5R)-N-(2-(pyridin-2-yl)ethyl)menthyl-formamide N1=C(C=CC=C1)CCN(C=O)C1C[C@@H](CCC1C(C)C)C